C[Si]([Si](C)(C)C)(C)C HexaMethylDiSilane